ClC=1C=C2C(CC(C2=CC1Cl)=C(C#N)C#N)=O (5,6-dichloro-3-oxo-2,3-dihydro-1H-inden-1-ylidene)malononitrile